FC(F)(F)C1=C(C=CC=C1)[C@@]1(N(C(CO[C@H]1OCC)C1=C(C=CC=C1)C(F)(F)F)CN1NC=NC1=O)C1=CC=C(C=C1)F [2R,3S]-2-[(1R)-1-[3,5-bis(trifluoromethylphenyl)ethoxy-3-(4-fluorophenyl)-4-morpholinyl]-methyl]-1,2-dihydro-3H-1,2,4-triazol-3-one